C(CN([C@@H](CC(=O)O)C(=O)O)CC(=O)O)(=O)O aspartic acid diacetic acid